C(#N)C=1C=C(C(=NC1)C(=O)NC=1C=C2C(=NNC2=CC1)C=1C=NC(=CC1)C)C 5-Cyano-3-methyl-N-(3-(6-methylpyridin-3-yl)-1H-indazol-5-yl)picolinamide